[N+](=O)([O-])C=1C=NN(C1)CC=O 2-(4-nitro-1H-pyrazol-1-yl)ethan-1-one